C(CC)(=O)OC1[C@H](OC(CC)=O)[C@@H](OC(CC)=O)[C@H](O[C@H]2[C@H](OC(CC)=O)[C@@H](OC(CC)=O)[C@@H](OC(CC)=O)[C@H](O2)COC(CC)=O)[C@H](O1)COC(CC)=O Lactose octapropionate